(Benzotriazol-1-yloxy)tris-(dimethylamino)phosphonium N1(N=NC2=C1C=CC=C2)O[P+](N(C)C)(N(C)C)N(C)C